COCCC1C(=C(N(C2=C(C=NC(=C12)OCC)C)C1=C(C=C(C=C1)C#N)OC)C)C(=O)[O-] 2-methoxyethyl-(4-cyano-2-methoxyphenyl)-5-ethoxy-2,8-dimethyl-1,4-dihydro-1,6-naphthyridine-3-carboxylate